C(C)(C)(C)OC(=O)N1CCOCC(C1)C(=O)O 4-[(tert-butoxy)carbonyl]-1,4-oxazepane-6-carboxylic acid